ClC=1C(=C(C=CC1)C=1C(=CC=2C3=C(C(=NC2C1)N1CC(C1)N(C)C)N=NN3[C@@H]3C[C@H](N(CC3)C(=O)OC(C)(C)C)CC#N)C)C tert-butyl (2S,4S)-4-(7-(3-chloro-2-methylphenyl)-4-(3-(dimethylamino)azetidin-1-yl)-8-methyl-1H-[1,2,3]triazolo[4,5-c]quinolin-1-yl)-2-(cyanomethyl)piperidine-1-carboxylate